C1(CC1)N(C1=C(C=NC=N1)F)CC1=CC=C(C=C1)C(F)(F)F 6-(Cyclopropyl(4-(trifluoromethyl)benzyl)amino)-5-fluoropyrimidin